5-bromo-1-methyl-4-(trifluoromethyl)pyridin-2(1H)-one BrC=1C(=CC(N(C1)C)=O)C(F)(F)F